(1S)-7-ethoxy-6-methoxy-1-(4-(5-methoxy-1H-indol-3-yl)cyclohexyl)-3,4-dihydroisoquinoline C(C)OC1=C(C=C2CCN=C(C2=C1)C1CCC(CC1)C1=CNC2=CC=C(C=C12)OC)OC